5-chloro-3-((1-cyclopropylpiperidin-4-yl)oxy)thiophene ClC1=CC(=CS1)OC1CCN(CC1)C1CC1